1,3-dimethyl-2-propanol CCC(CC)O